OC1=C(C(=O)NC=2C=CC(=C(C(=O)OC)C2)O)C=C(C(=C1)C(=O)NC1=CC(=C(C=C1)O)C(=O)OC)O Methyl 5-(2,5-dihydroxy-4-(4-hydroxy-3-(methoxycarbonyl)phenylaminocarbonyl)benzamido)-2-hydroxybenzoat